3-acetylthiainine C(C)(=O)C=1CSC=CC1